COCCN1NCC=C1 N-(2-methoxyethyl)-2H-pyrazole